BrC1=CC2=C(N(C(=N2)[C@@H]2CCCC(N2C2=CC(=C(C=C2)F)F)=O)[C@@H]2CC[C@H](CC2)OC)C=C1 (S)-6-(5-bromo-1-(trans-4-methoxycyclohexyl)-1H-benzo[d]imidazol-2-yl)-1-(3,4-difluorophenyl)piperidin-2-one